BrC1=CC(=C2C(=NC=NC2=C1)NC=1C(=C2C=CC=NC2=C(C1)F)F)O[C@@H](CN(C)C)C (R)-7-bromo-N-(5,8-difluoroquinolin-6-yl)-5-((1-(dimethylamino)propan-2-yl)oxy)quinazolin-4-amine